(S)-3-(4-((1-cyclopentyl-3-(3,5-difluoro-4-(hydroxymethyl)phenyl)-4-fluoro-1H-indazol-6-yl)methoxy)phenyl)butanoic acid C1(CCCC1)N1N=C(C2=C(C=C(C=C12)COC1=CC=C(C=C1)[C@H](CC(=O)O)C)F)C1=CC(=C(C(=C1)F)CO)F